[Si](C)(C)(C(C)(C)C)OCCN(C(OC(C)(C)C)=O)C1CCN(CC1)C1=CC=C(C=C1)C1C(NC(CC1)=O)=O tert-Butyl N-[2-[tert-butyl(dimethyl)silyl]oxyethyl]-N-[1-[4-(2,6-dioxo-3-piperidyl)phenyl]-4-piperidyl]carbamate